(R)-2-methyl-1-(1-(4-(3-methyloxetane-3-carboxamido)cyclohexyl)ethyl)-1H-indole-3-carboxylic acid methyl ester COC(=O)C1=C(N(C2=CC=CC=C12)[C@H](C)C1CCC(CC1)NC(=O)C1(COC1)C)C